1-methyl-1,4,6,7-tetrahydro-5H-imidazo[4,5-c]pyridine-5-carboxylate CN1C=NC=2CN(CCC21)C(=O)[O-]